(3aS,7aR)-1-(5-chloro-2-pyridyl)-2,3,3a,4,5,6,7,7a-octahydropyrrolo[3,2-c]pyridine ClC=1C=CC(=NC1)N1CC[C@H]2CNCC[C@H]21